(S)-8,8'-(propane-1,3-diylbis(oxy))bis(7-methoxy-2-methylene-2,3-dihydro-1H-benzo[e]pyrrolo[1,2-a][1,4]diazepin-5(11aH)-one) C(CCOC=1C(=CC2=C(N=CC3N(C2=O)CC(C3)=C)C1)OC)OC=1C(=CC3=C(N=C[C@H]2N(C3=O)CC(C2)=C)C1)OC